C(C)(C)C1=C(NC(C2=NC=CC=C2)C2=CC=CC=C2)C(=CC=C1)C(C)C 2,6-diisopropyl-N-(phenyl-(pyridin-2-yl)methyl)aniline